1-fluoro-4-(1-(4-methoxyphenyl)vinyl)benzene FC1=CC=C(C=C1)C(=C)C1=CC=C(C=C1)OC